N5-(4'-fluoro-[1,1'-biphenyl]-3-yl)-N5-methyl-[1,2,4]triazolo[4,3-a]quinazoline-5,8-diamine FC1=CC=C(C=C1)C1=CC(=CC=C1)N(C1=NC=2N(C3=CC(=CC=C13)N)C=NN2)C